tert-butyl (1S,5R)-3-(2-((1-(((R)-3-fluoropyrrolidin-1-yl)methyl)cyclopropyl)methoxy)-5-(methoxycarbonyl)-6-methylpyrimidin-4-yl)-1-methyl-3,8-diazabicyclo[3.2.1]octane-8-carboxylate F[C@H]1CN(CC1)CC1(CC1)COC1=NC(=C(C(=N1)N1C[C@@]2(CC[C@H](C1)N2C(=O)OC(C)(C)C)C)C(=O)OC)C